COC1=C(C(=CC(=C1)OC)\C=C\C1=CC=C(C=C1)OCCCN1CCOCC1)/C=C/C(=O)C1=C(C=C(C=C1)OC)O (E)-3-(2,4-dimethoxy-6-((E)-4-(3-morpholinopropoxy)styryl)phenyl)-1-(2-hydroxy-4-methoxyphenyl)prop-2-en-1-one